3-(2-chloro-5-fluorophenyl)-6-(1-cyclopropyl-1H-pyrazol-4-yl)-1-oxoisoindoline ClC1=C(C=C(C=C1)F)C1NC(C2=CC(=CC=C12)C=1C=NN(C1)C1CC1)=O